O=C1NC(CCC1N1C(C2=CC=C(C=C2C1=O)CCCOCCOCCOCCNC(OC(C)(C)C)=O)=O)=O tert-Butyl (2-(2-(2-(3-(2-(2,6-dioxopiperidin-3-yl)-1,3-dioxoisoindolin-5-yl)propoxy)ethoxy)ethoxy)ethyl)carbamate